copper (ii) tetracarboxylphenylporphyrin C(=O)(O)C=1C2=C(C3=C(C(=C(N3C(=O)O)C=C3C=CC(C=C4C=CC(=CC(C1)=N2)N4)=N3)C3=CC=CC=C3)C(=O)O)C(=O)O.[Cu+2]